O=C1NC2=C(OC1)C(=NC=C2)C=2CCN(CC2)C(=O)OC(C)(C)C tert-butyl 4-(2-oxo-1H-pyrido[3,4-b][1,4]oxazin-5-yl)-3,6-dihydro-2H-pyridine-1-carboxylate